Cl.COC=1C=CC=2COCC3CNCCC1C32 8-Methoxy-3-oxa-12-azatricyclo[7.4.1.05,14]tetradeca-5(14),6,8-triene hydrochloride